(R)-N-[(5S)-1'-[7-bromo-3-(difluoromethyl)-6-methyl-pyrazolo[1,5-a]pyrazin-4-yl]spiro[5,7-dihydrocyclopenta[b]pyridine-6,4'-piperidine]-5-yl]-2-methyl-propane-2-sulfinamide BrC1=C(N=C(C=2N1N=CC2C(F)F)N2CCC1(CC2)[C@@H](C=2C(=NC=CC2)C1)N[S@](=O)C(C)(C)C)C